N,N'-dimethyl-N,N'-dibenzyl-3,4,5-trimethyleneheptane-1,7-diamine CN(CCC(C(C(CCN(CC1=CC=CC=C1)C)=C)=C)=C)CC1=CC=CC=C1